3-fluoro-2-hydroxy-5-(3-(3-(pyrrolidin-1-yl)phenyl)thiomorpholine-4-carbonyl)benzaldehyde FC=1C(=C(C=O)C=C(C1)C(=O)N1C(CSCC1)C1=CC(=CC=C1)N1CCCC1)O